1-(3-Phenylpropyl)-2-(o-tolyl)-1H-benzo[d]imidazole-4-carboxamide C1(=CC=CC=C1)CCCN1C(=NC2=C1C=CC=C2C(=O)N)C2=C(C=CC=C2)C